tert-butyl (3R)-4-{[3-fluoro-4-(trifluoromethoxy)phenyl]methyl}-3-[(prop-2-yn-1-yloxy)methyl]piperazine-1-carboxylate FC=1C=C(C=CC1OC(F)(F)F)CN1[C@H](CN(CC1)C(=O)OC(C)(C)C)COCC#C